2-(3-Chloropyridin-4-yl)-N-(2-methylbut-2-yl)pyrido[3,4-d]Pyrimidin-4-amine ClC=1C=NC=CC1C=1N=C(C2=C(N1)C=NC=C2)NC(C)(CC)C